C1(CC1)C(C)N1C(C=CC2=C1N=C(N=C2)S(=O)(=O)C)=O 8-(1-Cyclopropylethyl)-2-methylsulfonyl-pyrido[2,3-d]pyrimidin-7-one